C(C)(C)(C)OC(=O)N1C(N(C2=C1C=CC=C2)C2=CC(=NC=C2)Cl)=O 3-(2-Chloropyridin-4-yl)-2-oxo-2,3-dihydro-1H-benzo[d]imidazole-1-carboxylic acid tert-butyl ester